N-(((2R,3S,4R,5S)-5-(4-Amino-5-fluoropyrrolo[2,1-f][1,2,4]triazin-7-yl)-3,4-dihydroxytetrahydrofuran-2-yl)methyl)naphthalene-2-sulfonamide NC1=NC=NN2C1=C(C=C2[C@H]2[C@@H]([C@@H]([C@H](O2)CNS(=O)(=O)C2=CC1=CC=CC=C1C=C2)O)O)F